Cl.C1(=CC=CC=C1)C=1N=C(C2=C(C=NNC2=O)N1)NC1=CC=C(C=C1)CN1CCNCC1 2-phenyl-4-(4-(piperazin-1-ylmethyl)phenylamino)pyrimido[4,5-d]pyridazin-5(6H)-one hydrochloride